(1S,2R,5R)-N-hydroxy-8-isobutyryl-3-((6-(4-isopropoxy-phenoxy)pyridin-3-yl)sulfonyl)-3,8-diazabicyclo-[3.2.1]octane-2-carboxamide ONC(=O)[C@H]1[C@@H]2CC[C@H](CN1S(=O)(=O)C=1C=NC(=CC1)OC1=CC=C(C=C1)OC(C)C)N2C(C(C)C)=O